ClC1=CC=C(C=C1)C1=N[C@H](C=2N(C3=C1C(=C(S3)C)C)C(=NN2)C)CC(=O)NC=2C=C(OCCOCCOCCOCCOCCOCCOCCOCCOCCNC(OC(C)(C)C)=O)C=CC2 tert-butyl (S)-(26-(3-(2-(4-(4-chlorophenyl)-2,3,9-trimethyl-6H-thieno[3,2-f][1,2,4]triazolo[4,3-a][1,4]diazepin-6-yl)acetamido)phenoxy)-3,6,9,12,15,18,21,24-octaoxahexacosyl)carbamate